2,6-Difluoropyridine-3-carboxylic acid tert-butyl ester C(C)(C)(C)OC(=O)C=1C(=NC(=CC1)F)F